Rac-(3R,4S)-4-hydroxy-3-methylcyclohexane-1-one O[C@@H]1[C@@H](CC(CC1)=O)C |r|